NC=1C2=C(N=CN1)NC(=C2C2=CC=C(C=C2)OC2=NC=CC=N2)[C@@H]2CN(CC2)C(C=C)=O (S)-1-(3-(4-amino-5-(4-(pyrimidin-2-yloxy)phenyl)-7H-pyrrolo[2,3-d]pyrimidin-6-yl)pyrrolidin-1-yl)prop-2-en-1-one